bis[4-(2-aminophenoxy)phenyl]sulfone NC1=C(OC2=CC=C(C=C2)S(=O)(=O)C2=CC=C(C=C2)OC2=C(C=CC=C2)N)C=CC=C1